FC(C1=NC(=NN1C)COC1=C(C(=O)[O-])C=CC(=N1)C(F)(F)F)F ((5-(difluoromethyl)-1-methyl-1H-1,2,4-triazol-3-yl)methoxy)-6-(trifluoromethyl)nicotinate